1-[4-[4-(dimethoxymethyl)-1-piperidyl]phenyl]-2-(4,4,5,5-tetramethyl-1,3,2-dioxaborolan-2-yl)tetralin-6-ol COC(C1CCN(CC1)C1=CC=C(C=C1)C1C(CCC2=CC(=CC=C12)O)B1OC(C(O1)(C)C)(C)C)OC